4-(trifluoroacetyl)biphenyl FC(C(=O)C1=CC=C(C=C1)C1=CC=CC=C1)(F)F